BrC1=CC=C(C=C1)NC(=O)[C@@H]1N(CCC1)C(=O)NC1=CC=C(C=C1)C(=C)C (2R)-N2-(4-bromophenyl)-N1-[4-(prop-1-en-2-yl)phenyl]pyrrolidine-1,2-dicarboxamide